Cl.CC1C(CC2=CC=CC=C12)N 1-methyl-2,3-dihydro-1H-inden-2-amine hydrochloride